(3aR,6aS)-2-(3-methyl-2-oxo-1,3-benzoxazol-6-yl)-1,3,3a,4,6,6a-hexahydropyrrolo[3,4-c]pyrrole-5-carboxylic acid tert-butyl ester C(C)(C)(C)OC(=O)N1C[C@H]2[C@@H](C1)CN(C2)C2=CC1=C(N(C(O1)=O)C)C=C2